3,3-difluoro-1-(4-(1-methyl-4-(trifluoromethyl)-1H-imidazol-2-yl)phenyl)cyclobutan-1-amine FC1(CC(C1)(N)C1=CC=C(C=C1)C=1N(C=C(N1)C(F)(F)F)C)F